C(#N)[C@@]1([C@H](OC1)C)NS(=O)(=O)C=1C=C2C(N(C(N(C2=CC1)CC)=O)CC)=O N-((2R,3R)-3-cyano-2-methyloxetan-3-yl)-1,3-diethyl-2,4-dioxo-1,2,3,4-tetrahydroquinazoline-6-sulfonamide